((1-(6-Methylpyridin-3-yl)-1H-pyrazol-3-yl)oxy)aniline CC1=CC=C(C=N1)N1N=C(C=C1)ONC1=CC=CC=C1